C(C)(=O)O[C@H](COC1=C(C=C(C=C1Cl)S(=O)(=O)C1=CC=C(C=C1)OC[C@@H](CN1C=NC=C1)OC(C)=O)Cl)CCl (R)-1-(4-((4-((R)-2-acetoxy-3-(1H-imidazol-1-yl) propoxy)phenyl)sulfonyl)-2,6-dichlorophenoxy)-3-chloropropan-2-yl acetate